5-(4-(2-((1-ethylcyclopentyl)oxy)-2-oxoethoxy)-3,5-dimethylphenyl)-5H-dibenzo[b,d]thiophen-5-ium C(C)C1(CCCC1)OC(COC1=C(C=C(C=C1C)[S+]1C2=C(C3=C1C=CC=C3)C=CC=C2)C)=O